NC1=NC2=C(C=3N1N=C(N3)C3=NC=CC=C3)C(=C(N2CCN2CCN(CC2)C2=C(C=C(C=C2)C#N)F)C(=O)N)C 5-amino-7-(2-(4-(4-cyano-2-fluorophenyl)piperazin-1-yl)ethyl)-9-methyl-2-(pyridin-2-yl)-7H-pyrrolo[3,2-e][1,2,4]Triazolo[1,5-c]Pyrimidine-8-carboxamide